tert-Butyl (3-cyano-5-fluoro-4-(5-fluoro-3-((1S,4S)-5-methyl-2,5-diazabicyclo[2.2.1]heptan-2-yl)-7,9-dihydrofuro[3,4-f]quinazolin-6-yl)benzo[b]thiophen-2-yl)carbamate C(#N)C=1C2=C(SC1NC(OC(C)(C)C)=O)C=CC(=C2C=2C1=C(C=3C=NC(=NC3C2F)N2[C@@H]3CN([C@H](C2)C3)C)COC1)F